FC1=C(C=CC=C1OC)C=1C=C2C=NN(C(C2=CC1)=O)C1=NC=CC=N1 6-(2-Fluoro-3-methoxyphenyl)-2-(pyrimidin-2-yl)phthalazin-1(2H)-one